2,2-bis(4-[4-aminophenoxy]phenyl)propane NC1=CC=C(OC2=CC=C(C=C2)C(C)(C)C2=CC=C(C=C2)OC2=CC=C(C=C2)N)C=C1